2-(4-ethoxy-4-oxobutyl)-1-oxo-1,2,3,4-tetrahydronaphthalene-2-carboxylic acid allyl ester C(C=C)OC(=O)C1(C(C2=CC=CC=C2CC1)=O)CCCC(=O)OCC